tert-butyl 4-[4-[(3R)-12-(2-hydroxyphenyl)-3-methyl-4,8,10,11-tetrazatricyclo[7.4.0.02,7]trideca-1(9),2(7),10,12-tetraen-4-yl]-1-piperidyl]piperidine-1-carboxylate OC1=C(C=CC=C1)C=1N=NC=2NC=3CCN([C@@H](C3C2C1)C)C1CCN(CC1)C1CCN(CC1)C(=O)OC(C)(C)C